5-Cyano-2-methylsulfonyl-benzoyl chloride C(#N)C=1C=CC(=C(C(=O)Cl)C1)S(=O)(=O)C